4-amino-2-(7,7-difluoro-3-azabicyclo[4.1.0]heptane-3-yl)-N-(7-(4,4-difluoropiperidin-1-yl)-2,3-dihydrobenzofuran-5-yl)-4-nitrobenzamide NC1(CC(=C(C(=O)NC=2C=C(C3=C(CCO3)C2)N2CCC(CC2)(F)F)C=C1)N1CC2C(C2CC1)(F)F)[N+](=O)[O-]